1-[(2-oxo-1,2-dihydropyridin-1-yl)carbothioyl]-1,2-dihydropyridin-2-one O=C1N(C=CC=C1)C(=S)N1C(C=CC=C1)=O